ClC=1N(C(=C(N1)C1=CC=C(C=C1)F)C1=CC=NC=C1)CC(=O)N1CCC2(CN(C2)C(=O)OC(C)(C)C)CC1 tert-butyl 7-[2-[2-chloro-4-(4-fluorophenyl)-5-(4-pyridyl) imidazol-1-yl] acetyl]-2,7-diazaspiro[3.5]nonane-2-carboxylate